N1(CCCCC1)CCCOC1=CC=C(C=C1)C=1OC2=C(C(C1OC)=O)C=CC=C2 2-(4-(3-(piperidin-1-yl)propoxy)phenyl)-3-methoxy-4H-benzopyran-4-one